ClC1=C(C=C(C=C1)F)C1=CC=C(N=N1)NC[C@@H]1CC12CCN(CC2)CC2=NC=CC=C2C 6-(2-chloro-5-fluoro-phenyl)-N-[[(2R)-6-[(3-methyl-2-pyridyl)methyl]-6-azaspiro[2.5]octan-2-yl]methyl]pyridazin-3-amine